4-(benzo[b]thiophen-4-yl)-1-(((diethoxyphosphoryl)oxy)methyl)-1-(4-((2-oxo-1,2-dihydroquinolin-7-yl)oxy)butyl)piperazin-1-ium iodide [I-].S1C2=C(C=C1)C(=CC=C2)N2CC[N+](CC2)(CCCCOC2=CC=C1C=CC(NC1=C2)=O)COP(=O)(OCC)OCC